2-Isopropyl-N-methyl-1-(2-oxoindolin-5-yl)benzimidazole-5-carboxamide C(C)(C)C1=NC2=C(N1C=1C=C3CC(NC3=CC1)=O)C=CC(=C2)C(=O)NC